FC1=C2C(=CN=C1N1CCC3(OCCO3)CC1)N(C=C2)COCC[Si](C)(C)C 8-(4-fluoro-1-((2-(trimethylsilyl)ethoxy)methyl)-1H-pyrrolo[2,3-c]pyridin-5-yl)-1,4-dioxa-8-azaspiro[4.5]decane